2-methyl-5-((((R)-1-methylpiperidin-2-yl)methyl)amino)-N-((R)-1-(naphthalen-1-yl)ethyl)benzamide 2-(2-benzothiazolyl)phenolate S1C(=NC2=C1C=CC=C2)C2=C(C=CC=C2)[O-].CC2=C(C(=O)N[C@H](C)C1=CC=CC3=CC=CC=C13)C=C(C=C2)NC[C@@H]2N(CCCC2)C